BrC1=C(C[Si](C2=CC=CC=C2)(C)C)C=CC=C1 (2-bromobenzyl)dimethyl-(phenyl)silane